N[C@@H](C(=O)O)CC1=CNC2=C(C=CC=C12)Cl (R)-2-amino-3-(7-chloro-1H-indol-3-yl)propanoic acid